4-Bromobenzenediazonium BrC1=CC=C(C=C1)[N+]#N